FC1=C(C(=O)O)C=CC(=C1)C#CC1=C(C=CC=C1)NS(=O)(=O)C1=CC=CC2=CC=CC=C12 2-fluoro-4-{2-[2-(naphthalene-1-sulfonamido)phenyl]ethynyl}benzoic acid